C(C1=CC=CC=C1)(=O)OS(=O)(=O)N1C(CCC2=CC=C(C=C12)NS(=O)(=O)C1=C(C=C(C=C1)F)F)C methyl-((7-(2,4-difluorophenylsulfonylamino)-3,4-dihydroquinolin-1(2H)-yl) sulfonyl) benzoate